tert-butyl (2R)-2-((1-(2,6-dichloropyridin-4-yl)-2-ethoxy-2-oxoethoxy)methyl)-3-methylbutanoate ClC1=NC(=CC(=C1)C(C(=O)OCC)OC[C@H](C(=O)OC(C)(C)C)C(C)C)Cl